C(C)(C)(C)OC(=O)N[C@H]1CCC(N(C1)C(=O)OCC1=CC=CC=C1)(C)C (S)-benzyl 5-((tert-butoxycarbonyl) amino)-2,2-dimethylpiperidine-1-carboxylate